N1N=CC2=CC(=CC=C12)C#CC1=NC(=NC=C1)C1=NC(=NC=C1)NCC1=NC=C(C=C1)C ((1H-indazol-5-yl)ethynyl)-N-((5-methylpyridin-2-yl)methyl)-[2,4'-bipyrimidin]-2'-amine